C(C)C1=NC(=NO1)C=1C=C2CC[C@H](C2=CC1)NC(=O)C=1N=NN(C1)C (R)-N-(5-(5-ethyl-1,2,4-oxadiazol-3-yl)-2,3-dihydro-1H-inden-1-yl)-1-methyl-1H-1,2,3-triazole-4-carboxamide